CC1=CC=C(C=C1)S(=O)(=O)OCC1COC1 oxetan-3-ylmethyl 4-methylbenzenesulfonate